(+/-)-3,4-dimethoxyamphetamine HCl Cl.COC=1C=C(C[C@H](N)C)C=CC1OC |r|